2,2-bis(nitrooxymethyl)-3-nitroxy-propanol [N+](=O)([O-])OCC(CO)(CO[N+](=O)[O-])CO[N+](=O)[O-]